C(C1=CC=CC=C1)C(C(=O)O)(C)SC1=CC=C(C=C1)C1=NC(=NC(=N1)C(Cl)(Cl)Cl)C(Cl)(Cl)Cl benzyl-2-{4-[2,4-bis(trichloromethyl)-s-triazin-6-yl]phenylthio}propanoic acid